1-(3-chloro-5'-fluoro-3'-(2-fluoropyridin-4-yl)-2'-methoxy-[1,1'-biphenyl]-4-yl)-3-methylimidazolidin-2-one ClC=1C=C(C=CC1N1C(N(CC1)C)=O)C1=C(C(=CC(=C1)F)C1=CC(=NC=C1)F)OC